(trans-4-((benzylcarbamoyl)(6-(1-methyl-1H-pyrazol-4-yl)pyridazin-3-yl)amino)cyclohexyl)carbamic acid tert-butyl ester C(C)(C)(C)OC(N[C@@H]1CC[C@H](CC1)N(C=1N=NC(=CC1)C=1C=NN(C1)C)C(NCC1=CC=CC=C1)=O)=O